(+)-1-phenethylamine C[C@H](C1=CC=CC=C1)N